CC(CCO)C 3-methyl-butan-1-ol